3,6-bis(dimethylamino)-9-mesityl-1-methoxy-10-methylacridine CN(C=1C=C(C=2C(C3=CC=C(C=C3N(C2C1)C)N(C)C)C1=C(C=C(C=C1C)C)C)OC)C